(2Z,5Z)-5-((1H-indol-5-yl)methylene)-2-(4-tert-butylbenzylimino)-3-phenylthiazolidin N1C=CC2=CC(=CC=C12)\C=C/1\CN(/C(/S1)=N/CC1=CC=C(C=C1)C(C)(C)C)C1=CC=CC=C1